ClC1=C(C=C(C(=O)O)C=C1)[N+](=O)[O-] 4-chloro-3-nitrobenzoic acid